C(=O)O.FC=1C=C2C(=CNC2=CC1F)C1(NC2=C(N1N)C=CC(=C2)C(F)(F)F)N 2-(5,6-difluoro-1H-indol-3-yl)-5-(trifluoromethyl)-1H-benzo[d]imidazole-1,2-diamine formate salt